C(C)OP(=O)(OCC)C(C(=O)OC1(COC1)C1=NC=C(C=C1)C(F)(F)F)CC1=NN=NN1 3-(5-(trifluoromethyl)pyridin-2-yl)oxetan-3-yl 2-(diethoxyphosphoryl)-3-(1H-tetrazol-5-yl)propanoate